N1(N=CN=C1)CC1(COC1)CNC1=C(C=C(C=C1)NC1=C(C=C(C=C1)F)Cl)C(F)(F)F N1-((3-((1H-1,2,4-triazol-1-yl)methyl)oxetan-3-yl)methyl)-N4-(2-chloro-4-fluorophenyl)-2-(trifluoromethyl)benzene-1,4-diamine